(R)-(4-(4-(difluoromethyl)pyrazolo[1,5-a]pyridin-2-yl)-6,7-dihydro-1H-imidazo[4,5-c]pyridin-5(4H)-yl)(5-(pyridin-3-yl)-1,3,4-oxadiazol-2-yl)methanone FC(C=1C=2N(C=CC1)N=C(C2)[C@@H]2N(CCC1=C2N=CN1)C(=O)C=1OC(=NN1)C=1C=NC=CC1)F